[C@H]1(CCC2=CC=CC=C12)N |o1:0| (R)- or (S)-indan-1-amine